octadecanoic acid (stearate) C(CCCCCCCCCCCCCCCCC)(=O)O.C(CCCCCCCCCCCCCCCCC)(=O)O